trimethyl-chloromethyl-ammonium cadmium salt [Cd+2].C[N+](CCl)(C)C